F[B-](F)(F)F.C1(=CC=CC=C1)[S+](C1=CC=C(C=C1)SC1=CC=CC=C1)C1=CC=CC=C1 diphenyl-4-(phenylsulfanyl)phenyl-sulfonium tetrafluoroborate